C1(CCCCC1)C(=O)N1C2CN(C(C1)C2)C2=NC=C(C=C2)C2=NOC(=N2)C(F)(F)F cyclohexyl(5-(5-(5-(trifluoromethyl)-1,2,4-oxadiazol-3-yl)pyridin-2-yl)-2,5-diazabicyclo[2.2.1]heptan-2-yl)methanone